[Au].[Ag] silver gold